4-((3aS,4S,5S,7S,7aR)-5-amino-4,7-dimethyl-1,3-dioxooctahydro-2H-4,7-epoxyisoindol-2-yl)-2-(trifluoromethyl)benzonitrile N[C@@H]1[C@@]2([C@H]3C(N(C([C@H]3[C@](C1)(O2)C)=O)C2=CC(=C(C#N)C=C2)C(F)(F)F)=O)C